COC(=O)C1=C(C=C(C=2N1N=CN2)Br)C 8-Bromo-6-methyl-[1,2,4]triazolo[1,5-a]pyridine-5-carboxylic acid methyl ester